secondary dodecyl ether sulfate salt S(=O)(=O)(O)O.C(C)(CCCCCCCCCC)OC(C)CCCCCCCCCC